(1R,3R,5R)-N-((R)-(4-chloro-2-fluorophenyl)(3-oxetanyl)methyl)-2-((2-(2-methyl-2-propyl)-4-pyridinyl)carbonyl)-2-azabicyclo[3.1.0]hexane-3-carboxamide ClC1=CC(=C(C=C1)[C@H](NC(=O)[C@@H]1N([C@@H]2C[C@@H]2C1)C(=O)C1=CC(=NC=C1)C(C)(C)C)C1COC1)F